tert-Butyl 3-[2-(5-bromo-3-cyano-2-pyridyl)ethynyl]pyrrolidine-1-carboxylate BrC=1C=C(C(=NC1)C#CC1CN(CC1)C(=O)OC(C)(C)C)C#N